FC1=C(C(=CC=C1OC(F)(F)F)C1=C(C(=C(C=C1)C1CCC(CC1)CCC)F)F)O 3,2',3'-trifluoro-4'-(4-propyl-cyclohexyl)-4-trifluoromethoxy-biphenyl-2-ol